Methyl ((3'-fluoro-5-isobutyl-4'-((2-isopropyl-1H-imidazol-1-yl)methyl)-[1,1'-biphenyl]-2-yl)sulfonyl)carbamate FC=1C=C(C=CC1CN1C(=NC=C1)C(C)C)C1=C(C=CC(=C1)CC(C)C)S(=O)(=O)NC(OC)=O